N-ethyl-N'-(3-(3-fluoro-2-methylbenzyl)-2,5-dimethylphenyl)-N-methyl-formamidine C(C)N(C=NC1=C(C(=CC(=C1)C)CC1=C(C(=CC=C1)F)C)C)C